3-((3-chloro-5-(2-hydroxy-1-methoxypropan-2-yl)isoquinolin-8-yl)oxy)azetidine-1-carboxylic acid tert-butyl ester C(C)(C)(C)OC(=O)N1CC(C1)OC=1C=CC(=C2C=C(N=CC12)Cl)C(COC)(C)O